methyl 4-(4-((4-(2-ethoxy-2-oxoethyl)-3,5-dimethyl-1H-pyrazol-1-yl)methyl)benzamido)-2-(2-methoxy-2-oxoethyl)benzoate C(C)OC(CC=1C(=NN(C1C)CC1=CC=C(C(=O)NC2=CC(=C(C(=O)OC)C=C2)CC(=O)OC)C=C1)C)=O